C(CCCCCC)C=1C=C(C=2[C@H]3[C@H](C(OC2C1)(C)C)CC[C@H](C3)CO)O (6Ar,9R,10aR)-3-heptyl-9-(hydroxymethyl)-6,6-dimethyl-6a,7,8,9,10,10a-hexahydrobenzo[c]chromen-1-ol